1-(benzyloxy)-2,3-difluorobenzene C(C1=CC=CC=C1)OC1=C(C(=CC=C1)F)F